2-[6-amino-5-[8-[2-[3-(3-fluoropyrrolidin-1-yl)prop-1-ynyl]-4-pyridyl]-3,8-diazabicyclo[3.2.1]octan-3-yl]pyridazin-3-yl]phenol NC1=C(C=C(N=N1)C1=C(C=CC=C1)O)N1CC2CCC(C1)N2C2=CC(=NC=C2)C#CCN2CC(CC2)F